N-ethyl-N-isopropyl-propionamide ethyl-7-chloro-2-(2-furyl)pyrazolo[1,5-a]pyrimidine-5-carboxylate C(C)OC(=O)C1=NC=2N(C(=C1)Cl)N=C(C2)C=2OC=CC2.C(C)N(C(CC)=O)C(C)C